ClC1=CC(=[N+](C=C1)[O-])C(=O)OC(C(F)F)OC 4-chloro-2-(2-methoxy-1,1-difluoro-2-ethoxycarbonyl)pyridine N-oxide